2-[[5-(2,4-Difluorophenyl)-2-furanyl]methylene]-1H-indene-1,3(2H)-dione FC1=C(C=CC(=C1)F)C1=CC=C(O1)C=C1C(C2=CC=CC=C2C1=O)=O